BrC=1C=CC(=NC1)N(S(=O)(=O)C)CC1=CC=C(C=C1)C=1OC(=NN1)C(F)F N-(5-bromopyridin-2-yl)-N-(4-(5-(difluoromethyl)-1,3,4-oxadiazol-2-yl)benzyl)methanesulfonamide